ClC1=C(C=CC=C1)CN(C(=O)C=1N=CNC1)C N-[(2-chlorophenyl)methyl]-N-methyl-1H-imidazole-4-carboxamide